3-oxocyclobutane-1,1-dicarboxylic acid, diisopropyl ester O=C1CC(C1)(C(=O)OC(C)C)C(=O)OC(C)C